5-((6-(Pyrrolidin-1-yl)pyridin-2-yl)methyl)-6-(4-(2-(trifluoromethyl)pyridin-3-yl)cyclohex-3-en-1-yl)pyrimidine-2,4(1H,3H)-dione, Formic Acid Salt C(=O)O.N1(CCCC1)C1=CC=CC(=N1)CC=1C(NC(NC1C1CC=C(CC1)C=1C(=NC=CC1)C(F)(F)F)=O)=O